5-Amino-1-cyclopentyl-3-[4-([[3-(1,1,1-trifluoro-2-methylpropan-2-yl)-1,2-oxazol-5-yl]carbamoyl]methyl)phenyl]pyrazole-4-carboxamide NC1=C(C(=NN1C1CCCC1)C1=CC=C(C=C1)CC(NC1=CC(=NO1)C(C(F)(F)F)(C)C)=O)C(=O)N